2-hexacosanylaminooctadecane-3,4-diol C(CCCCCCCCCCCCCCCCCCCCCCCCC)NC(C)C(C(CCCCCCCCCCCCCC)O)O